4,4'-bis(1H-pyrazol-4-yl)-1,1'-biphenyl N1N=CC(=C1)C1=CC=C(C=C1)C1=CC=C(C=C1)C=1C=NNC1